N1C(=NC2=C1C=CC=C2)CN2N1C(C=NC2S(=O)(=O)C)=NC=C1Br N-[(1H-benzimidazol-2-yl)methyl]-7-bromo-2-(methanesulfonyl)imidazo[2,1-f][1,2,4]triazin